2-(9-(2-fluoro-4-nitrophenyl)-3,9-diazaspiro[5.5]undec-3-yl)ethan-1-ol FC1=C(C=CC(=C1)[N+](=O)[O-])N1CCC2(CCN(CC2)CCO)CC1